1-chloroheptadecylpyridine ClC(CCCCCCCCCCCCCCCC)C1=NC=CC=C1